N-((3S,5S)-1-((3S,4R)-1-(tert-butyl)-4-(4-Chlorophenyl)pyrrolidin-3-carbonyl)-5-(morpholine-4-carbonyl)pyrrolidin-3-yl)-N-((1s,4R)-4-methylcyclohexyl)Isobutyramide C(C)(C)(C)N1C[C@H]([C@@H](C1)C1=CC=C(C=C1)Cl)C(=O)N1C[C@H](C[C@H]1C(=O)N1CCOCC1)N(C(C(C)C)=O)C1CCC(CC1)C